C(C1=CC=CC=C1)SC=1C=C(C=2N(C1)C(=NC2Br)C=2SC(=NN2)C(F)(F)F)Cl 2-(6-(benzylthio)-1-bromo-8-chloroimidazo[1,5-a]pyridin-3-yl)-5-(trifluoromethyl)-1,3,4-thiadiazole